C1(CC1)C1=C(C=C2C(NC(N(C2=C1)C1=C(C=CC=C1)C)=O)=O)C#N 7-cyclopropyl-2,4-dioxo-1-(o-tolyl)-1,2,3,4-tetrahydroquinazoline-6-carbonitrile